NCC1(CCN(CC1)C(=O)OC(C)(C)C)C1=CC=CC=C1 tert-butyl 4-(aminomethyl)-4-phenylpiperidine-1-carboxylate